[C@H]12C(CC[C@H](C1(C)C)C2)=C (-)-β-Pinene